1-({(3R,4R,5R,6R)-4,5-dihydroxy-6-(hydroxymethyl)tetrahydro-2H-pyran-3-yl}methyl)urea O[C@@H]1[C@@H](CO[C@@H]([C@@H]1O)CO)CNC(=O)N